C(C)(=O)[O-].[NH3+]CCCN1C(N(CCC1)C)=O 1-(3-ammoniopropyl)-3-methyl-1,3-diazinan-2-one acetate